N4-[4-(3,6-dihydro-2H-pyran-4-yl)-7-methoxy-1H-1,3-benzodiazol-2-yl]-N1,N1-dimethylbenzene-1,4-dicarboxamide O1CCC(=CC1)C1=CC=C(C=2NC(=NC21)NC(=O)C2=CC=C(C=C2)C(=O)N(C)C)OC